ClC1=C(C=CC2=C1C(=N[C@H](C(=N2)N)C)C2=C(C=CC=C2F)F)C(F)(F)F (3S)-6-chloro-5-(2,6-difluorophenyl)-3-methyl-7-(trifluoromethyl)-3H-1,4-benzodiazepine-2-Amine